CC1=CC=C(C=C1)CCN1N=C2N([C@@H](CCC2)C(=O)N2CCCC2)C1=O (5S)-2-[2-(4-Methylphenyl)ethyl]-5-(pyrrolidin-1-ylcarbonyl)-5,6,7,8-tetrahydro[1,2,4]triazolo[4,3-a]pyridin-3(2H)-one